2-amino-N-((3r,6s)-6-(hydroxymethyl)tetrahydro-2H-pyran-3-yl)-5-(4-(1-(pyrrolidin-1-yl)ethyl)phenyl)nicotinamide NC1=C(C(=O)N[C@H]2CO[C@@H](CC2)CO)C=C(C=N1)C1=CC=C(C=C1)C(C)N1CCCC1